(S)-(1-chloro-2-oxohept-3-yl)carbamic acid tert-butyl ester C(C)(C)(C)OC(N[C@H](C(CCl)=O)CCCC)=O